C(C1=CC=CC=C1)N1CCC(=CC1)B1OC(C(O1)(C)C)(C)C 1-benzyl-4-(4,4,5,5-tetramethyl-1,3,2-dioxaborolan-2-yl)-3,6-dihydro-2H-pyridine